CNC(=O)C=1C=NN(C1)CC1=CC=C(C=C1)C1=NOC(=N1)C(F)(F)F N-methyl-1-({4-[5-(trifluoromethyl)-1,2,4-oxadiazol-3-yl]phenyl}methyl)-1H-pyrazole-4-carboxamide